5'-O-tert-Butyldimethylsilyl-3'-O-benzoyl-2'-O-methyl-N3-benzyloxymethyluridine [Si](C)(C)(C(C)(C)C)OC[C@@H]1[C@H]([C@H]([C@@H](O1)N1C(=O)N(C(=O)C=C1)COCC1=CC=CC=C1)OC)OC(C1=CC=CC=C1)=O